5,6-dimethyl-1,3-dihydrobenzo[c]selenophene-2-oxide CC1=CC2=C(C[Se](C2)=O)C=C1C